dibromomannitol O[C@@H]([C@H](O)[C@H](O)CBr)[C@H](O)CBr